C1=CC=CC=2C=CC=3C=C4C=CC5=C(C4=CC3C21)C=CC=C5 Dibenz[a,j]anthracene